methyl 3-((tert-butylsulfinyl)amino)-3-(3-(trifluoromethyl)phenyl)butanoate C(C)(C)(C)S(=O)NC(CC(=O)OC)(C)C1=CC(=CC=C1)C(F)(F)F